5-chloro-N2-phenyl-N4-(4-(trifluoromethyl)phenyl)pyrimidine-2,4-diamine ClC=1C(=NC(=NC1)NC1=CC=CC=C1)NC1=CC=C(C=C1)C(F)(F)F